3-(6-chloro-7,8-dimethyl-[1,2,4]triazolo[4,3-b]pyridazin-3-yl)-5-methylisoxazole ClC=1C(=C(C=2N(N1)C(=NN2)C2=NOC(=C2)C)C)C